FC=1C=CC(=NC1)O[C@@H]1CN(CC1)C=1C=CC(=NC1CO)C1=C(C#N)C=CC=C1 (S)-2-(5-(3-(5-Fluoropyridin-2-yloxy)pyrrolidin-1-yl)-6-(hydroxymethyl)pyridin-2-yl)benzonitrile